CC1(OC=2C(=NC(=CC2)C=2C(=CC(=NC2)NC(C)=O)NC2=NC(=CC3=C2OCCO3)S(=O)(=O)C)OC1)C N-(5-(2,2-dimethyl-2,3-dihydro-[1,4]dioxino[2,3-b]pyridin-6-yl)-4-((7-(methylsulfonyl)-2,3-dihydro-[1,4]dioxino[2,3-c]pyridin-5-yl)amino)pyridin-2-yl)acetamide